C(C)OC(=O)C1=CC2=C(N3C(S2)=NC(=C3)C3=CC(=CC=C3)Br)C=C1 2-(3-bromophenyl)benzo[d]imidazo[2,1-b]thiazole-7-carboxylic acid ethyl ester